6-(3,4-difluorophenyl)-1-[(5-methyl-3-pyridyl)methyl]-3H-imidazo[4,5-b]pyridin-2-one FC=1C=C(C=CC1F)C=1C=C2C(=NC1)NC(N2CC=2C=NC=C(C2)C)=O